Methylcyclopentadienyl-tris(dimethylamino)zirconium CC1(C=CC=C1)[Zr](N(C)C)(N(C)C)N(C)C